(R)-(4-(1-methyl-4-((1-(2-methyl-3-(trifluoromethyl)phenyl)ethyl)amino)phthalazin-6-yl)piperazin-1-yl)(oxetan-3-yl)methanone CC1=NN=C(C2=CC(=CC=C12)N1CCN(CC1)C(=O)C1COC1)N[C@H](C)C1=C(C(=CC=C1)C(F)(F)F)C